C(=CCC)C1=CC=CC=C1 butenyl-benzene